ClC1=C(C=CC=C1)S(=O)(=O)NC1=NC(=C(C=C1F)\C=C\C=1C=NC(=NC1)NC1CCC(CC1)NC)OC 2-chloro-N-(3-fluoro-6-methoxy-5-((E)-2-(2-(((1r,4r)-4-(methylamino)cyclohexyl)amino)pyrimidin-5-yl)vinyl)pyridin-2-yl)benzenesulfonamide